4-benzoyl-N,N-dimethyl-N-[2-(1-oxo-2-propenyloxy)ethyl]benzylammonium bromide [Br-].C(C1=CC=CC=C1)(=O)C1=CC=C(C[N+](CCOC(C=C)=O)(C)C)C=C1